C(#N)[C@H](C[C@@H]1C(NCCC1)=O)NC(=O)[C@H]1N([C@@H]2CC([C@H]1CC2)(F)F)C([C@H](CC2CC2)NC=2C=NN(C2)C)=O (1S,3S,4S)-N-((S)-1-cyano-2-((R)-2-oxopiperidin-3-yl)ethyl)-2-((S)-3-cyclopropyl-2-((1-methyl-1H-pyrazol-4-yl)amino)propanoyl)-5,5-difluoro-2-azabicyclo[2.2.2]octane-3-carboxamide